ClC1=NC=NC=C1OC1=C(C=C(C=C1Cl)F)Cl 4-chloro-5-(2,6-dichloro-4-fluorophenoxy)pyrimidine